7-Bromo-5-fluorobenzo[b]thiophene-2-carboxylic acid BrC1=CC(=CC2=C1SC(=C2)C(=O)O)F